6-{4-[3-(pyridazin-4-yl)pyridin-2-yl]piperazin-1-yl}-2-azaspiro[3.4]octane-2-carboxylic acid ethyl ester C(C)OC(=O)N1CC2(C1)CC(CC2)N2CCN(CC2)C2=NC=CC=C2C2=CN=NC=C2